2-chloro-4-[[3-(3-fluoro-4-methoxyphenyl)imidazo[1,2-a]pyrazin-8-yl]amino]-N-methyl-N-(piperidin-4-ylmethyl)benzamide ClC1=C(C(=O)N(CC2CCNCC2)C)C=CC(=C1)NC=1C=2N(C=CN1)C(=CN2)C2=CC(=C(C=C2)OC)F